C1(=CC=C(C=C1)NC=1C(C2=CC=CC=C2C(C1)=O)=O)C 2-(p-tolylamino)naphthalene-1,4-dione